C(C)(C)(C)OC(=O)N(CCN(C(=O)O[C@H](C(=O)OC(C)(C)C)CCCO)C)C tert-butyl (2S)-2-[2-[tert-butoxycarbonyl(methyl)amino]ethyl-methyl-carbamoyl]oxy-5-hydroxy-pentanoate